BrC1=C(OC=2C=CC3=C(C4=C(O3)C=C(C=C4)N(C4=CC=CC=C4)C4=CC=CC=C4)C2)C=CC=C1Br 8-(2,3-dibromophenoxy)-N,N-diphenyldibenzo[b,d]furan-3-amine